BrC=1C(=NC(=NC1)NC1=C(C=C(C(=C1)CC)N1CCC(CC1)N1CCN(CC1)C)OC)NC=1C(=C2N=CC=NC2=CC1)NS(=O)(=O)C1CC1 N-[6-[[5-bromo-2-[5-ethyl-2-methoxy-4-[4-(4-methylpiperazin-1-yl)-1-piperidyl]anilino]pyrimidin-4-yl]amino]quinoxalin-5-yl]cyclopropanesulfonamide